1,2-bis(2,3-Epoxycyclopentyloxy)ethan C1(C2C(CC1)O2)OCCOC2C1C(CC2)O1